3-chloro-N-(cyanomethyl)pyridinamide ClC=1C(=NC=CC1)C(=O)NCC#N